4-(4-chloro-2-fluorophenyl)-6,7-dimethyl-2-((2S)-2-(1-methyl-1H-pyrazol-4-yl)-4-morpholinyl)pteridine ClC1=CC(=C(C=C1)C1=NC(=NC2=NC(=C(N=C12)C)C)N1C[C@@H](OCC1)C=1C=NN(C1)C)F